C(CCCC)OC(CCCCCCCN(CCCCCCCCCCCCCC)CCC1CCN(CC1)C(CN(CCCCCCCCC)CCN(CCCCCCCCC)CCCCCCCCC)=O)=O Pentyl-8-((2-(1-(N-(2-(dinonylamino)ethyl)-N-nonylglycyl)piperidin-4-yl)ethyl)(tetradecyl)amino)octanoate